[C].FC=1C(NC(NC1)=O)=O 5-Fluorouracil carbon